COC(C1=CC(=CC=C1)S(N(C)C1CC(C1)(F)F)(=O)=O)=O.CC1(C(NC2=CC=C(C=C12)NC(CC1=CC=C(C=C1)C1=CC=2N(C=C1)N=CN2)=O)=O)C N-(3,3-Dimethyl-2-oxo-1H-indol-5-yl)-2-[4-([1,2,4]triazolo[1,5-a]pyridin-7-yl)phenyl]acetamide methyl-3-[(3,3-difluorocyclobutyl)-methyl-sulfamoyl]benzoate